N[C@@H]1[C@@H](OCC12CCN(CC2)C=2NC(C1=C(N2)NN=C1C1(CC1)C1=CC=C(C=C1)O)=O)C 6-((3S,4S)-4-amino-3-methyl-2-oxa-8-azaspiro[4.5]decan-8-yl)-3-(1-(4-hydroxyphenyl)cyclopropyl)-1,5-dihydro-4H-pyrazolo[3,4-d]pyrimidin-4-one